methyl 2-(5-((tert-butoxycarbonyl)amino)-3-chloropyridin-2-yl)-2H-1,2,3-triazole-4-carboxylate C(C)(C)(C)OC(=O)NC=1C=C(C(=NC1)N1N=CC(=N1)C(=O)OC)Cl